NC1=NC=NC=2N(C3=C(C=C(C=C3C21)C2=COC=C2)C)CC(=O)N2[C@@H]1C[C@@]1(C[C@H]2C(=O)NC2=NC(=CC=C2)Br)C (1R,3S,5R)-2-(2-(4-amino-6-(furan-3-yl)-8-methyl-9H-pyrimido[4,5-b]indol-9-yl)acetyl)-N-(6-bromopyridin-2-yl)-5-methyl-2-azabicyclo[3.1.0]hexane-3-carboxamide